ClC1=CC=C(C=C1)C(N)C(=O)N1CCC(CC1)C=1C=C(C=NC1)O 5-(1-(2-(4-chlorophenyl)glycinoyl)-piperidin-4-yl)-3-hydroxy-pyridine